N1=NC=C(C=C1)C1=CC(=C2C=NNC2=C1)OCCOCCCCNCC=1C=C(OCCO)C=C(C1)OC(F)(F)F 2-(3-(((4-(2-((6-(pyridazin-4-yl)-1H-indazol-4-yl)oxy)ethoxy)butyl)amino)methyl)-5-(trifluoromethoxy)phenoxy)ethan-1-ol